FC(C(=O)NC1=CC=C(C=C1)S(=O)(=O)NCCOCCOCCOCCOCCOCCOCCOC1=CC=C(C(=O)O)C=C1)(F)F 4-[2-[2-[2-[2-[2-[2-[2-[[4-[(2,2,2-trifluoroacetyl)amino]phenyl]sulfonylamino]ethoxy]ethoxy]ethoxy]ethoxy]ethoxy]ethoxy]ethoxy]benzoic acid